BrC=1C=C(C=CC1C)C1=CC=C(O1)C=C1C(C2=CC=CC=C2C1)=O 2-[[5-(3-Bromo-4-methylphenyl)-2-furanyl]methylene]-2,3-dihydro-1H-inden-1-one